C(C)C1=C(C=CC(=C1)N1CCN(CC1)CC)NC1=NC=C(C(=N1)C1=CC2=C(C(N(CCS2(=O)=O)C)=O)S1)C(F)(F)F 7-(2-((2-ethyl-4-(4-ethylpiperazin-1-yl)phenyl)amino)-5-(trifluoromethyl)pyrimidin-4-yl)-4-methyl-3,4-dihydrothieno[2,3-f][1,4]thiazepin-5(2H)-one 1,1-dioxide